C(C)(C)(C)OC(N(C)C1=CC(=C(C=C1)F)Cl)=O N-(3-chloro-4-fluorophenyl)-N-methylcarbamic acid tert-butyl ester